FC1=C(C(=CC(=C1)F)F)SCC(F)(F)F (2,2,2-trifluoroethyl) (2,4,6-trifluorophenyl) sulfide